2-(4-butoxyphenyl)acetaldehyde C(CCC)OC1=CC=C(C=C1)CC=O